NC1=NC=CC(=C1C#C)OC1=C(C=C(C=C1F)NC(=O)C=1C=NN(C1C(F)(F)F)C1=NC=CC=C1F)F N-(4-((2-amino-3-ethynylpyridin-4-yl)oxy)-3,5-difluorophenyl)-1-(3-fluoropyridine-2-yl)-5-(trifluoromethyl)-1H-pyrazole-4-carboxamide